C1=CC=C(C=2C3=CC=CC=C3C=CC12)C1=CC=C(C=C1)OB(O)O (4-(phenanthrene-4-yl)phenyl)boric acid